α,α-dimethylphenylethylamine CC(CC1=CC=CC=C1)(C)N